(2-fluoro-4-methoxyphenyl)(methyl)((4-((5-(trifluoromethyl)-1,2,4-oxadiazol-3-yl)methyl)phenyl)imino)-λ6-sulfanone FC1=C(C=CC(=C1)OC)S(=O)(=NC1=CC=C(C=C1)CC1=NOC(=N1)C(F)(F)F)C